N1C(=CC2=CC=CC=C12)C(=O)N1[C@@H]([C@H]2C([C@H]2C1)(C)C)C(=O)N[C@H](C=O)C[C@H]1C(NCCC1)=O (1R,2S,5S)-3-(1H-indole-2-carbonyl)-6,6-dimethyl-N-((S)-1-oxo-3-((S)-2-oxopiperidin-3-yl)propan-2-yl)-3-azabicyclo[3.1.0]hexane-2-carboxamide